FC=1C=NN(C1)C=1C=C(C(=O)O)C=CC1 3-(4-fluoro-1H-pyrazol-1-yl)benzoic acid